2-(9-(trifluoromethoxy)-5-oxopyrido[2',3':4,5]pyrimido[1,2-a]indol-11(5H)-ylidene)hydrazine-1-carbothioamide FC(OC1=CC=2C(C=3N(C2C=C1)C(C1=C(N3)N=CC=C1)=O)=NNC(N)=S)(F)F